2-(2,3-dihydrobenzofuran-6-yl)-4,4,5,5-tetramethyl-1,3,2-dioxaborolane O1CCC2=C1C=C(C=C2)B2OC(C(O2)(C)C)(C)C